C1(CCCCC1)N1CCN(C2=CC=CC=C12)C(=O)N[C@H]1CN(CC1)CC(C)C (R)-4-cyclohexyl-N-(1-isobutylpyrrolidin-3-yl)-3,4-dihydroquinoxaline-1(2H)-carboxamide